COC1=NC=CC(=C1)C1=NOC(=N1)C(C)NC(OC(C)(C)C)=O tert-butyl (1-(3-(2-methoxypyridin-4-yl)-1,2,4-oxadiazol-5-yl)ethyl)carbamate